BrC1=CC=C(C(=C1C(=O)OC)F)Cl methyl 6-bromo-3-chloro-2-fluoro-benzoate